FC12CC(C1)(C2)N2C1=NC(=NC=C1N(C2=S)C)NC2=CC1=C(OCO1)C=C2C 9-(3-fluorobicyclo[1.1.1]pentan-1-yl)-7-methyl-2-((6-methylbenzo[d][1,3]dioxol-5-yl)amino)-7,9-dihydro-8H-purine-8-thione